(R)-1-(2-methyl-4-((3-methyl-3'-(methylsulfonyl)-[1,1'-biphenyl]-4-yl)methyl)piperazine-1-carbonyl)-1H-pyrazole-3-carboxylic acid C[C@H]1N(CCN(C1)CC1=C(C=C(C=C1)C1=CC(=CC=C1)S(=O)(=O)C)C)C(=O)N1N=C(C=C1)C(=O)O